tert-butyl 2-chloro-5,8-dihydro-1,7-naphthyridine-7(6H)-carboxylate ClC1=NC=2CN(CCC2C=C1)C(=O)OC(C)(C)C